[Zn+2].C(C1=CC(C(=O)[O-])=CC=C1)(=O)[O-] isophthalic acid zinc salt